4-((1-((3-methoxyphenyl)sulfonyl)piperidin-4-yl)oxy)thieno[3,2-d]pyrimidine COC=1C=C(C=CC1)S(=O)(=O)N1CCC(CC1)OC=1C2=C(N=CN1)C=CS2